FC(C(=O)O)(F)F.ClC1=C(C(=O)N2CC(CC2)(C)NC(OC(C)(C)C)=O)C(=CC(=N1)C(F)(F)F)C tert-butyl (1-(2-chloro-4-methyl-6-(trifluoromethyl)nicotinoyl)-3-methylpyrrolidin-3-yl)carbamate 2,2,2-trifluoroacetate